CON(C(CCCCCCCCC\C=C/C\C=C/CCCCC)=O)C (11z,14z)-N-methoxy-N-methyl-eicosa-11,14-dienamide